C(COCCOCCOCCOCCOCCCC)O 3,6,9,12,15-pentaoxanonadecane-1-ol